tert-butyl {2-[(2,6-dimethoxyphenyl)amino]-2-oxoethyl}carbamate COC1=C(C(=CC=C1)OC)NC(CNC(OC(C)(C)C)=O)=O